N-[(2-Oxo-1H-pyridin-3-yl)sulfonyl]-6-(p-tolyl)-2-[(4S)-2,2,4-trimethylpyrrolidin-1-yl]pyridin-3-carboxamid O=C1NC=CC=C1S(=O)(=O)NC(=O)C=1C(=NC(=CC1)C1=CC=C(C=C1)C)N1C(C[C@@H](C1)C)(C)C